7-[5-keto-3R-(tetrahydrofuran-2-yloxy)-cyclopent-1-enyl]heptanoic acid phenylmethyl ester C1(=CC=CC=C1)COC(CCCCCCC1=C[C@@H](CC1=O)OC1OCCC1)=O